(R)-N-(2,4-difluorophenyl)-7'-hydroxy-6',8'-dioxo-2',3',6',8',12',12a'-hexahydrospiro[cyclopropane-1,4'-pyrido[1',2':4,5]pyrazino[2,1-b][1,3]oxazine]-9'-carboxamide FC1=C(C=CC(=C1)F)NC(=O)C=1C(C(=C2N(C[C@H]3OCCC4(N3C2=O)CC4)C1)O)=O